N-(6-(difluoromethyl)pyridin-2-yl)-2-(1-(2-(4-(4-(2,6-dioxopiperidin-3-yl)phenyl)piperidin-1-yl)acetyl)piperidin-4-yl)-6-isopropoxy-2H-indazole-5-carboxamide FC(C1=CC=CC(=N1)NC(=O)C1=CC2=CN(N=C2C=C1OC(C)C)C1CCN(CC1)C(CN1CCC(CC1)C1=CC=C(C=C1)C1C(NC(CC1)=O)=O)=O)F